(2R,3R,3aS,6S,6aR)-6-((2-amino-3-bromoquinolin-7-yl)oxy)-2-(7H-pyrrolo[2,3-d]pyrimidin-7-yl)hexahydro-3aH-cyclopenta[b]furan-3,3a-diol NC1=NC2=CC(=CC=C2C=C1Br)O[C@H]1CC[C@]2([C@@H]1O[C@H]([C@@H]2O)N2C=CC1=C2N=CN=C1)O